1-(3-(4-Methoxyphenyl)-1,2,4-oxadiazol-5-yl)-N-(tetrahydro-2H-pyran-4-yl)piperidine-4-carboxamide COC1=CC=C(C=C1)C1=NOC(=N1)N1CCC(CC1)C(=O)NC1CCOCC1